β-(vinylbenzyl)propyltriethoxysilane C(=C)C(C1=CC=CC=C1)C(C[Si](OCC)(OCC)OCC)C